5-fluoroquinazolin-4(3H)-one FC1=C2C(NC=NC2=CC=C1)=O